Ammonium chloroiridium Cl[Ir+2].[NH4+]